F[C@@H]1[C@H](CN(CC1)C(=O)OC(C)(C)C)NC tert-butyl (3S,4S)-4-fluoro-3-(methylamino)piperidine-1-carboxylate